F[C@@H]1[C@H](C2(C[C@H]1C)CCNCC2)N2C(C1=CC=CC=C1C2=O)=O 2-((1S,2s,3r)-2-fluoro-3-methyl-8-azaspiro[4.5]decan-1-yl)isoindoline-1,3-dione